1-(3-(aminomethyl)pyridin-2-yl)-N,N-dimethylpiperidin-4-amine NCC=1C(=NC=CC1)N1CCC(CC1)N(C)C